2-(((tert-butyldimethylsilyl)oxy)methyl)-5-(2-chloro-5-methylpyrimidin-4-yl)-4-(trifluoromethyl)thiazole [Si](C)(C)(C(C)(C)C)OCC=1SC(=C(N1)C(F)(F)F)C1=NC(=NC=C1C)Cl